1-acetylaminotoluene C(C)(=O)NC1(C)CC=CC=C1